(20R)-cyanomethyl-4,6-pregnadien-3-one C(#N)CCC[C@H]1CC[C@H]2[C@@H]3C=CC4=CC(CC[C@]4(C)[C@H]3CC[C@]12C)=O